thiolidine tert-butyl-N-[(2S)-1-(1,3-dioxo-2,3-dihydro-1H-isoindol-2-yl)-3-(4-methyl-2-oxo-2,3-dihydro-1H-indol-5-yl)propan-2-yl]carbamate C(C)(C)(C)OC(N[C@H](CN1C(C2=CC=CC=C2C1=O)=O)CC=1C(=C2CC(NC2=CC1)=O)C)=O.S1CCCC1